[5-fluoro-3-(methoxymethoxy)-8-(2-triisopropylsilylethynyl)-1-naphthyl] trifluoromethanesulfonate FC(S(=O)(=O)OC1=CC(=CC2=C(C=CC(=C12)C#C[Si](C(C)C)(C(C)C)C(C)C)F)OCOC)(F)F